5-(6-chloroindolin-1-yl)sulfonyl-4-fluoro-isoquinolin-1-ol ClC1=CC=C2CCN(C2=C1)S(=O)(=O)C1=C2C(=CN=C(C2=CC=C1)O)F